ClC1=C(C(=O)OOC(C2=C(C=C(C=C2)Cl)Cl)=O)C=CC(=C1)Cl di(2,4-dichloro-benzoyl)peroxide